OC1=C(C(=C(C=C1)O)O)O tri-hydroxyphenol